niobium manganese vanadium gallium [Ga].[V].[Mn].[Nb]